7-(3-(4,4,5,5-tetramethyl-1,3,2-dioxaborolan-2-yl)phenyl)benzo[h]quinoline CC1(OB(OC1(C)C)C=1C=C(C=CC1)C1=CC=CC=2C1=CC=C1C=CC=NC21)C